ClC1=CC2=C(C(=N1)OC)[C@]1([C@@](O2)([C@@H]([C@H](C1=O)C(=O)OC)C1=CC=CC=C1)C1=CC=C(C=C1)C(F)(F)F)O |r| rac-methyl (5aR,6S,7R,8aR)-3-chloro-8a-hydroxy-1-methoxy-8-oxo-6-phenyl-5a-(4-(trifluoromethyl)phenyl)-5a,7,8,8a-tetrahydro-6H-cyclopenta[4,5]furo[3,2-c]pyridine-7-carboxylate